BrC=1C(N(C(N(C1)CC(=O)[O-])=O)CCCOCOC)=O [5-bromo-3-(2-methoxymethoxy Methyl-ethyl)-2,4-dioxo-3,4-dihydro-2H-pyrimidin-1-yl]-acetate